FC=1C=C(OC=2SC=3N=C4N(C(C3N2)=O)CCC4)C=CC1 2-(3-fluorophenoxy)-6,7-dihydropyrrolo[1,2-a]thiazolo[5,4-d]pyrimidin-9(5H)-one